O[C@@](C(=O)N[C@H](C(=O)O)CCN(CCCCC1=NC=2NCCCC2C=C1)CCOC1=CC=CC=C1)(C)C1=CC=CC=C1 (S)-2-((S)-2-hydroxy-2-phenylpropanamido)-4-((2-phenoxyethyl)(4-(5,6,7,8-tetrahydro-1,8-naphthyridin-2-yl)butyl)amino)butanoic acid